NCC=1C=C(C=C(C1)F)O 3-(Aminomethyl)-5-fluorophenol